2-[4-[4-ethoxy-6-[(4-methoxyphenyl)methoxy]-3-pyridyl]-2-fluorophenyl]-N-[3-[(1-methylazetidin-3-yl)methoxy]-5-(trifluoromethyl)phenyl]acetamide C(C)OC1=C(C=NC(=C1)OCC1=CC=C(C=C1)OC)C1=CC(=C(C=C1)CC(=O)NC1=CC(=CC(=C1)C(F)(F)F)OCC1CN(C1)C)F